C1(CC1)NC(CC1N(CCN(C1=O)C=1N=C2N(C=CC=C2)C1)C(C=C)=O)=O N-cyclopropyl-2-(4-imidazo[1,2-a]pyridin-2-yl-3-oxo-1-prop-2-enoyl-piperazin-2-yl)acetamide